F[C@@H]1C(NC(C[C@@H]1N1CCC2=C1N=NC(=C2)C2=C(C=C1N=C(C=NC1=C2)C)O)(C)C)(C)C 7-{7-[(3S,4S)-3-fluoro-2,2,6,6-tetramethylpiperidin-4-yl]-6,7-dihydro-5H-pyrrolo[2,3-c]pyridazin-3-yl}-3-methylquinoxalin-6-ol